C1(=CC=CC=C1)C#CC1=C(C=CC=C1)C(=C)C 1-(phenylethynyl)-2-isopropenylbenzene